8-Methyl-1,3,7-triazaspiro[4.4]nonan-2-one CC1NCC2(CNC(N2)=O)C1